NC1=C(SC2=NC(=CC(=C21)C)C)C(=O)N[C@@H]2CC=1C(=NC(=CC1)N1C[C@@H]([C@@H](C1)COC)N)OC2 3-amino-N-[(3R)-7-[(3R,4R)-3-amino-4-(methoxymethyl)pyrrolidin-1-yl]-2H,3H,4H-pyrano[2,3-b]pyridin-3-yl]-4,6-dimethylthieno[2,3-b]pyridine-2-carboxamide